CC1CC(C2C1CC1CCCCC21)C 1,3-dimethyldodecahydrocyclopenta[a]indene